BrC1=C(C=C(C=C1)COC1=CC(=CC=C1)CO[Si](C)(C)C(C)(C)C)CO (2-bromo-5-((3-((tert-butyl(dimethyl)silyl)oxymethyl)phenoxy)methyl)phenyl)methanol